C1(CCCC1)OC1=CC2=C(CN(CCC2)C2=CC(=C(C(=C2)C)NC(CC(C)(C)C)=O)C)C=C1 N-(4-(7-(cyclopentyloxy)-1,3,4,5-tetrahydro-2H-benzo[c]azepine-2-yl)-2,6-Dimethylphenyl)-3,3-dimethylbutanamide